C(C)(C)(C)OC(=O)N1CCN(CCC1)C1=NC=CC=C1 4-(pyridin-2-yl)-1,4-diazepan-1-carboxylic acid tert-butyl ester